1-[2-[4-[3-[2-[2-[2-[2-[4-(6-methyl-1,2,4,5-tetrazin-3-yl)phenoxy]ethoxy]ethoxy]ethoxy]ethoxy]propanoyl]piperazin-1-yl]ethyl]pyrrole-2,5-dione CC1=NN=C(N=N1)C1=CC=C(OCCOCCOCCOCCOCCC(=O)N2CCN(CC2)CCN2C(C=CC2=O)=O)C=C1